acryloxymethyl-dimethylethoxysilane C(C=C)(=O)OC[Si](OCC)(C)C